NC=1C=C(C(C(=O)[O-])=CC1)O.[Zn+2].NC=1C=C(C(C(=O)[O-])=CC1)O zinc para-aminosalicylate